FC=1C=C2N(CCN(C2=CC1)C(C(C)N1[C@@H](CCCC1)C)=O)C1=CC=CC=C1 1-(6-fluoro-4-phenyl-3,4-dihydroquinoxalin-1(2H)-yl)-2-((R)-2-methylpiperidin-1-yl)propan-1-one